Diethyl ((2S)-2-((S)-3-cyclohexyl-2-(indoline-1-carboxamido)propanamido)-5-(2,3-dihydrobenzo[f][1,4]oxazepin-4(5H)-yl)-1-hydroxy-5-oxopentyl)phosphonate C1(CCCCC1)C[C@@H](C(=O)N[C@H](C(O)P(OCC)(OCC)=O)CCC(=O)N1CCOC2=C(C1)C=CC=C2)NC(=O)N2CCC1=CC=CC=C21